COC1=CC=C(C=C1)S(=O)(=O)C(C(=O)N)CC ((4-methoxyphenyl)sulfonyl)butanamide